4-(2-(((1s,3s)-3-((tert-butyldimethylsilyl)oxy)cyclobutyl)methoxy)-4-fluorophenyl)-7-(1,2-dimethyl-1H-benzo[d]imidazol-5-yl)-3-fluorothieno[2,3-d]pyridazine [Si](C)(C)(C(C)(C)C)OC1CC(C1)COC1=C(C=CC(=C1)F)C1=C2C(=C(N=N1)C1=CC3=C(N(C(=N3)C)C)C=C1)SC=C2F